(R)-6-(5-fluoropyridin-2-yl)-8-methoxy-N-(1-(5-methyl-1,2,4-oxadiazol-3-yl)ethyl)quinazolin-4-amine FC=1C=CC(=NC1)C=1C=C2C(=NC=NC2=C(C1)OC)N[C@H](C)C1=NOC(=N1)C